N2-(3,3-difluorocyclobutyl)-6-phenyl-N4-(pyridin-4-yl)-1,3,5-triazine-2,4-diamine FC1(CC(C1)NC1=NC(=NC(=N1)NC1=CC=NC=C1)C1=CC=CC=C1)F